C(C)(C)C1=CN=CC(=N1)NC1=C(C=NN1C)C1=CC=C(C=N1)C1=C(C=C(C=C1)C1(CC1)C(=O)O)C 1-[4-[6-[5-[(6-isopropylpyrazin-2-yl)amino]-1-methyl-pyrazol-4-yl]-3-pyridinyl]-3-methyl-phenyl]cyclopropanecarboxylic acid